(5-chloro-2-ethylphenyl)acetamide ClC=1C=CC(=C(C1)CC(=O)N)CC